ethyl (Z)-2-(3-phenylpyrrolidin-2-ylidene)hydrazine-1-carboxylate C1(=CC=CC=C1)C1/C(/NCC1)=N/NC(=O)OCC